(n-butylsulfanyl)-cyclohexane C(CCC)SC1CCCCC1